Diethylmethyl-(nonyl)silane C(C)[Si](CCCCCCCCC)(C)CC